FC1=C(C(=CC(=C1)F)F)CCN 2-(2,4,6-Trifluoro-phenyl)-ethylamine